(R)-4-propyl-dihydrofuran-2-one C(CC)[C@@H]1CC(OC1)=O